C1(=O)OCC2=NC=CN=C12 4,7-diaza-phthalide